C12(CC1)OC1=C(NC2=O)C=CC=C1 spiro[1,4-benzoxazine-2,1'-cyclopropane]-3(4H)-one